COC1=C(C(=CC=C1)OC)N1C(=NN=C1C1=NC(=CC=C1)OC)C(=O)NS(=O)(=O)CC=1C=NC=NC1 4-(2,6-Dimethoxyphenyl)-5-(6-methoxypyridin-2-yl)-N-((pyrimidin-5-ylmethyl)sulfonyl)-4H-1,2,4-triazole-3-carboxamide